6-Chloro-3-[1-(3-iodo-6-methyl-4-oxo-2-phenyl-chromen-8-yl)ethylamino]pyridine-2-carboxylic acid ClC1=CC=C(C(=N1)C(=O)O)NC(C)C=1C=C(C=C2C(C(=C(OC12)C1=CC=CC=C1)I)=O)C